docosyl-phosphorylcholine C(CCCCCCCCCCCCCCCCCCCCC)P(=O)=C(O)C[N+](C)(C)C